NC1=CC(=NC=N1)NC1=CC(=C(N(C1=O)CC1=CC=C(C=C1)OC)C(=O)O)Cl 5-((6-aminopyrimidin-4-yl)amino)-3-chloro-1-(4-methoxybenzyl)-6-oxo-1,6-dihydropyridine-2-carboxylic acid